3,5,4'-stilbenetriol C1(=CC(=CC(=C1)O)O)C=CC1=CC=C(C=C1)O